tert-butyl (3S)-3-(3-ethoxy-3-oxo-propyl)pyrrolidine-1-carboxylate C(C)OC(CC[C@@H]1CN(CC1)C(=O)OC(C)(C)C)=O